2,7-dimethyl-5-[2-(piperazin-1-yl)pyrido[2,3-b]pyrazin-6-yl]indazol-6-ol CN1N=C2C(=C(C(=CC2=C1)C=1C=CC=2C(=NC=C(N2)N2CCNCC2)N1)O)C